(S)-1-[3-(1H-indazole-1-yl)pyridine-2-yl]-2-(3-fluoropyridine-2-yl)ethan-1-amine hydrochloride Cl.N1(N=CC2=CC=CC=C12)C=1C(=NC=CC1)[C@H](CC1=NC=CC=C1F)N